5-(3-acetyl-1-(2-((2S,4R)-2-((6-bromopyridin-2-yl)carbamoyl)-4-fluoropyrrolidin-1-yl)-2-oxoethyl)-1H-indazol-5-yl)pyrimidine-2-carboxamide C(C)(=O)C1=NN(C2=CC=C(C=C12)C=1C=NC(=NC1)C(=O)N)CC(=O)N1[C@@H](C[C@H](C1)F)C(NC1=NC(=CC=C1)Br)=O